6-[(4-chloro-1H-indol-6-yl)amino]-4-[(1,3-dimethyl-1H-indazol-5-yl)amino]pyridine-2-carbonitrile ClC1=C2C=CNC2=CC(=C1)NC1=CC(=CC(=N1)C#N)NC=1C=C2C(=NN(C2=CC1)C)C